CC1=CC=CC(=N1)C1=C(C=NN1)C=1C=C2C=C(C=NC2=CC1)C(=O)OCCCC1CCNCC1 3-(4-piperidyl)propyl 6-[5-(6-methyl-2-pyridyl)-1H-pyrazol-4-yl]quinoline-3-carboxylate